C1(CC2C(CC1)O2)CC[Si](OCCC)(OCCC)OCCC 2-(3,4-epoxycyclohexyl)ethyltripropoxysilane